FC(OC1=CC=C(CN2C=CC3=CC=CC=C23)C=C1)(F)F (4-(trifluoromethoxy)benzyl)-1H-indol